C(C1=CC=CC=C1)OC1=CC=C(C=C1)C=1SC=C(N1)C(=O)NCCN1CCCCC1 2-(4-(benzyloxy)phenyl)-N-(2-(piperidine-1-yl)ethyl)thiazole-4-carboxamide